N-[(4S)-4-[6-(4-fluoro-1H-pyrazol-1-yl)pyridin-3-yl]-4-[(4-methoxy-1-{4-methyl-6-[(5-methyl-1H-pyrazol-3-yl)amino]pyrimidin-2-yl}piperidin-4-yl)formamido]butyl]propanamide FC=1C=NN(C1)C1=CC=C(C=N1)[C@H](CCCNC(CC)=O)NC(=O)C1(CCN(CC1)C1=NC(=CC(=N1)C)NC1=NNC(=C1)C)OC